O=C1NC(CCC1C=1C=C(C=CC1)N1CCC2(CN(C2)C2CCN(CC2)NC(C2=CC(=CC=C2)OC)=O)CC1)=O N-(4-(7-(3-(2,6-dioxopiperidin-3-yl)phenyl)-2,7-diazaspiro[3.5]nonan-2-yl)piperidin-1-yl)-3-methoxybenzamide